NCC1=NC2=CC(=CC=C2C(N1)=O)C=1C=NN(C1C1=C(C#N)C(=CC(=C1F)Cl)OC1(CC1)C)C 2-(4-(2-(aminomethyl)-4-oxo-3,4-dihydroquinazolin-7-yl)-1-methyl-1H-pyrazol-5-yl)-4-chloro-3-fluoro-6-(1-methylcyclopropoxy)benzonitrile